NC=1C(=NC=C(C1)S(=O)(=O)C1=C(C=CC=C1)C(C)C)C1=NN=C(O1)CO (5-{3-amino-5-[2-(propan-2-yl)benzene-1-sulfonyl]pyridin-2-yl}-1,3,4-oxadiazol-2-yl)methanol